tert-butyl (R)-((3-(5-(4,4-difluoroazepan-1-yl)-3-methyl-2-(trifluoromethyl)isonicotinamido)phenyl)(methyl)(oxo)-λ6-sulfaneylidene)carbamate FC1(CCN(CCC1)C1=CN=C(C(=C1C(=O)NC=1C=C(C=CC1)[S@](=O)(C)=NC(OC(C)(C)C)=O)C)C(F)(F)F)F